1-((R)-(2-((R*)-1-Amino-2-((1,1,1-trifluoro-2-methylpropan-2-yl)oxy)ethyl)-1H-imidazo[4,5-b]pyridin-5-yl)(cyclopropyl)methyl)-5,5-difluorotetrahydropyrimidin-2(1H)-one N[C@@H](COC(C(F)(F)F)(C)C)C=1NC=2C(=NC(=CC2)[C@H](N2C(NCC(C2)(F)F)=O)C2CC2)N1 |o1:1|